2-amino-2-(3-methoxy-(5-tert-butyl)-phenyl)ethan-1-ol Ethyl-((3'-fluoro-5-isobutyl-4'-((2-isopropyl-1H-imidazol-1-yl)methyl)-[1,1'-biphenyl]-2-yl)sulfonyl)carbamate C(C)N(C(=O)OCC(C1=CC(=CC(=C1)C(C)(C)C)OC)N)S(=O)(=O)C1=C(C=C(C=C1)CC(C)C)C1=CC(=C(C=C1)CN1C(=NC=C1)C(C)C)F